C(C=C)(=O)OC=1C=C(C(=O)O)C=C(C1)OC(C=C)=O 3,5-bisacryloxybenzoic acid